(S)-5-(4-(1,3-dioxolan-2-yl)piperidin-1-yl)-N-(2,6-dioxopiperidin-3-yl)picolinamide O1C(OCC1)C1CCN(CC1)C=1C=CC(=NC1)C(=O)N[C@@H]1C(NC(CC1)=O)=O